C(C)(=O)N1CC2(C1)N(C(CN(C2=O)C2=C(C=C(C=C2)C2=NOC=N2)F)=O)CC2=CC=C(C=C2)C(F)(F)F 2-acetyl-8-(2-fluoro-4-(1,2,4-oxadiazol-3-yl)phenyl)-5-(4-(trifluoromethyl)benzyl)-2,5,8-triazaspiro[3.5]nonane-6,9-dione